CC1CC=2N(CC1)C(=CN2)C(=O)O 7-methyl-5,6,7,8-tetrahydroimidazo[1,2-a]pyridine-3-carboxylic acid